FCC(OC=1C=C2C(N(C(N(C2=CC1)C1CCN(CC1)C=O)=O)CC1=CC=C2C=CN(C2=C1)C)=O)CF 4-{6-[2-fluoro-1-(fluoromethyl)ethoxy]-3-[(1-methyl-1H-indol-6-yl)methyl]-2,4-dioxo-3,4-dihydroquinazolin-1(2H)-yl}piperidine-1-carbaldehyde